1-(5-(3-(2,6-difluorophenyl)azetidin-1-yl)-2,3-dihydro-1H-inden-1-yl)piperidine-4-carboxylic acid methyl ester COC(=O)C1CCN(CC1)C1CCC2=CC(=CC=C12)N1CC(C1)C1=C(C=CC=C1F)F